Cytidine-Triphosphate P(O)(=O)(OP(=O)(O)OP(=O)(O)O)OC[C@@H]1[C@H]([C@H]([C@@H](O1)N1C(=O)N=C(N)C=C1)O)O